C(C)(C)(C)OC(=O)N[C@@H](C(=S)N[C@@H](CC1=CC=CC=C1)C(=O)N[C@@H](CC(C)C)C(=O)[O-])CCC1=CC=CC=C1 ((R)-2-((tert-butoxycarbonyl)amino)-4-phenylbutanethioyl)-L-phenylalanyl-L-leucinate